FC1=C(C=CC=C1)N1N=NC(=C1C(C)C)C(=O)NC1=NC2=CC=CC=C2C=C1 1-(2-Fluorophenyl)-5-isopropyl-N-(quinolin-2-yl)-1H-1,2,3-triazole-4-carboxamide